N-(5-(2-(4-azaspiro[2.5]octan-4-yl)acetamido)-2-methylpyridin-3-yl)-2-(1-methyl-1H-pyrazol-4-yl)-1H-pyrrolo[2,3-b]pyridine-5-carboxamide C1CC12N(CCCC2)CC(=O)NC=2C=C(C(=NC2)C)NC(=O)C=2C=C1C(=NC2)NC(=C1)C=1C=NN(C1)C